(4-(benzo[d][1,3]dioxol-5-yl)-7H-pyrrolo[2,3-d]pyrimidin-6-yl)(piperidin-1-yl)methanone O1COC2=C1C=CC(=C2)C=2C1=C(N=CN2)NC(=C1)C(=O)N1CCCCC1